(S)-2-((S)-4,4-difluoro-3-(6-oxo-1,6-dihydropyridin-3-yl)piperidin-1-yl)-N-((R)-5-(3,5-difluorophenyl)-6,7-dihydro-5H-pyrrolo[1,2-a]imidazol-2-yl)propanamide FC1([C@H](CN(CC1)[C@H](C(=O)NC=1N=C2N(C1)[C@H](CC2)C2=CC(=CC(=C2)F)F)C)C2=CNC(C=C2)=O)F